C(#N)C1=C(C=CC=C1)SC1=C(C(=O)OCC)C=CC=C1 ethyl 2-(2-cyanophenyl-thio)benzoate